(R)-1-(4-((5-(1-(3,3-difluorocyclobutyl)-1H-benzo[d][1,2,3]triazol-6-yl)-4-methoxypyrrolo[2,1-f][1,2,4]triazin-2-yl)amino)-3,3-difluoropiperidin-1-yl)ethan-1-one FC1(CC(C1)N1N=NC2=C1C=C(C=C2)C=2C=CN1N=C(N=C(C12)OC)N[C@H]1C(CN(CC1)C(C)=O)(F)F)F